C(C1=CC=CC=C1)N1CC=2C(N=C3N(C2C(C1)(F)F)CCN3CC=3C=C(C(=O)OC)C=CC3)=O methyl 3-((7-benzyl-9,9-difluoro-5-oxo-1,2,6,7,8,9-hexahydroimidazo[1,2-a]pyrido[3,4-e]pyrimidin-3(5H)-yl)methyl)benzoate